(1-thienylmethyl) tert-butyl-peroxy ether C(C)(C)(C)OOOCC=1SC=CC1